COC1=CC=2C(C3=CC=CC=C3C2C=C1)OC 2,9-dimethoxyfluorene